C(C)(C)(C)OC(=O)C1=NC(=CC=C1C1=C(C=C(C=C1)OCC1CCCCC1)C)N1CC2=C(C=CC=C2CC1)C(NC=1SC2=C(N1)C=CC=C2)=O 6-[8-(1,3-benzothiazol-2-ylcarbamoyl)-3,4-dihydroisoquinolin-2(1H)-yl]-3-[4-(cyclohexylmethoxy)-2-methylphenyl]pyridine-2-carboxylic acid tert-butyl ester